(2S,4R)-1-((4-(4-fluorophenoxy)butanoyl)glycyl)-4-(methylsulfonyl)-pyrrolidine-2-carboxylic acid methyl ester COC(=O)[C@H]1N(C[C@@H](C1)S(=O)(=O)C)C(CNC(CCCOC1=CC=C(C=C1)F)=O)=O